1-(1-(5-methoxy-4-nitro-2-Vinylphenyl)piperidin-4-yl)-N,N-dimethylazetidin-3-amine COC=1C(=CC(=C(C1)N1CCC(CC1)N1CC(C1)N(C)C)C=C)[N+](=O)[O-]